6-(4-((2-((1-amino-1-oxo-3-phenylpropan-2-yl)amino)-2-oxoethyl)carbamoyl)phenoxy)-N-(bis(dimethylamino)methylene)-N-butylhexan-1-aminium Bromide [Br-].NC(C(CC1=CC=CC=C1)NC(CNC(=O)C1=CC=C(OCCCCCC[N+](CCCC)=C(N(C)C)N(C)C)C=C1)=O)=O